N1C(=CC=C1)C(=O)N1CC2=C(CC1)NN=C2C(=O)N 5-(1H-pyrrole-2-carbonyl)-4,5,6,7-tetrahydro-1H-pyrazolo[4,3-c]pyridine-3-carboxamide